10-(2-chlorobenzoyl)-7-cyano-6,8,9-trifluoro-1,2,3,4-tetrahydropyrimido[1,2-a]indole ClC1=C(C(=O)C2=C3N(C=4C(=C(C(=C(C24)F)F)C#N)F)CCCN3)C=CC=C1